3-amino-2,3-dimethyl-2-butanol NC(C(C)(O)C)(C)C